8-nitro-2-(o-tolyl)-3,4-dihydro-2H-benzo[b][1,4,5]oxathiazepine 1,1-dioxide [N+](=O)([O-])C1=CC2=C(OCCN(S2(=O)=O)C2=C(C=CC=C2)C)C=C1